3-amino-6-(3-methylimidazo[1,2-a]pyridin-6-yl)-N-((1-methylpyrrolidin-2-yl)methyl)-5-(oxazol-2-yl)pyrazine-2-carboxamide NC=1C(=NC(=C(N1)C=1OC=CN1)C=1C=CC=2N(C1)C(=CN2)C)C(=O)NCC2N(CCC2)C